3,3',5,5'-tetrakis(hydroxymethyl)biphenyl-4,4'-diol OCC=1C=C(C=C(C1O)CO)C1=CC(=C(C(=C1)CO)O)CO